Isopropyl (E)-3-(2-((5-(3-(phenylsulfonamido)phenyl)pent-4-en-1-yl)oxy)phenyl)propanoate C1(=CC=CC=C1)S(=O)(=O)NC=1C=C(C=CC1)/C=C/CCCOC1=C(C=CC=C1)CCC(=O)OC(C)C